C(C1=CC=CC=C1)(=O)C1=C(C=CC(=C1)[N+](=O)[O-])N(C(CCl)=O)C N-(2-benzoyl-4-nitrophenyl)-2-chloro-N-methylacetamide